FC(C1=CC=CC(=N1)N1C2CNC(C1)CC2)(F)F 2-(6-(trifluoromethyl)pyridine-2-yl)-2,5-diazabicyclo[2.2.2]octane